[Si](C)(C)(C(C)(C)C)O[C@@H]1CC[C@H](CC1)C(=O)N(C1=CC(=CC=C1)C1=CN=C(S1)OC)C[C@@H]1CC[C@H](CC1)C1=CC(=C(C=C1)OC)C trans-4-((tert-butyldimethylsilyl)oxy)-N-((trans-4-(4-methoxy-3-methylphenyl)cyclohexyl)methyl)-N-(3-(2-methoxythiazol-5-yl)phenyl)cyclohexanecarboxamide